BrC=1N=C(OC1C(=O)N1[C@@H](C2=C(CC1)NC=N2)C=2OC1=C(N2)C=CC=C1F)C(C)(C)O (S)-(4-bromo-2-(2-hydroxypropan-2-yl)oxazol-5-yl)(4-(7-fluorobenzo[d]oxazol-2-yl)-6,7-dihydro-1H-imidazo[4,5-c]pyridin-5(4H)-yl)methanone